C(C(C)C)C1=CC=C(C=C1)C(C(=O)N(C=1SC=C(N1)C1=CC=CC=C1)C)C 2-(4-isobutylphenyl)-N-methyl-N-(4-phenylthiazol-2-yl)propanamide